ClC1=NC=C(C(=N1)N(CC)C=1C=C2C(=CNC2=CC1)Cl)C#N 2-chloro-4-((3-chloro-1H-indol-5-yl)(ethyl)amino)pyrimidine-5-carbonitrile